(2S)-2-(Trideuteromethylamino)propionic acid [2H]C([2H])([2H])N[C@H](C(=O)O)C